COC(CCCCCCCCC\C=C/CC=CCCCCC)=O cis-11,14-Eicosadienoic acid methyl ester